(R)-3-((3-(4-amino-8-methylquinazolin-6-yl)phenyl)ethynyl)-3-hydroxy-1-methylpyrrolidin-2-one NC1=NC=NC2=C(C=C(C=C12)C=1C=C(C=CC1)C#C[C@]1(C(N(CC1)C)=O)O)C